C(CCCCCCC)[C@@H]1[C@H](C1)C(=O)O (+)-trans-(1S,2S)-2-octylcyclopropanecarboxylic acid